NC1=CC(=C(C=C1OC1=C(C=CC=C1)OC)N1C(N(C(=CC1=O)C(C)(F)F)C)=O)F 3-[4-amino-2-fluoro-5-(2-methoxyphenoxy)phenyl]-6-(1,1-difluoroethyl)-1-methyl-pyrimidine-2,4-dione